2,3-dimercaptopropanesulfonic acid SC(CS(=O)(=O)O)CS